[Na].OC1=C(C=C(CNC(C2=C(C=C(C=C2)O)O)=O)C=C1)OC 2,4-dihydroxybenzoic acid-N-(4-hydroxy-3-methoxy-benzyl)amide monosodium salt